C(=C)C1C(CC(CC1)C=C)C=C 1,2,4-Trivinylcyclohexan